racemic-4-(2-fluoro-6-methoxyphenyl)-6-methyl-N-(5-((5-(S-methylsulfonimidoyl)pyridin-2-yl)methoxy)-1,3,4-thiadiazol-2-yl)nicotinamide FC1=C(C(=CC=C1)OC)C1=CC(=NC=C1C(=O)NC=1SC(=NN1)OCC1=NC=C(C=C1)[S@@](=O)(=N)C)C |r|